The molecule is a dihydroxyflavone that is chrysin substituted by a geranyl group at position 6. It is a 7-hydroxyflavonol and a dihydroxyflavone. It derives from a chrysin. CC(=CCC/C(=C/CC1=C(C2=C(C=C1O)OC(=CC2=O)C3=CC=CC=C3)O)/C)C